ClC=1C=C(C=C(C1)Cl)S(=O)(=O)NC1=CC=C(C=C1)S(NC1=C(C(=CC(=C1)Cl)Br)C)(=O)=O 3,5-dichloro-N-(4-(N-(2-methyl-3-bromo-5-chlorophenyl)sulfamoyl)phenyl)benzenesulfonamide